OCC1=CC=C(C=C1)C(C)(C)O 2-(4-(hydroxymethyl)phenyl)propan-2-ol